decenoic anhydride C(C=CCCCCCCC)(=O)OC(C=CCCCCCCC)=O